CC1=C(C=CC(=C1)C1=NN=CN1)C1=CN=C2C(=N1)NC1(C(N2)=O)CCCC1 7'-(2-methyl-4-(4H-1,2,4-triazol-3-yl)phenyl)-1'H-spiro[cyclopentane-1,2'-pyrazino[2,3-b]pyrazine]-3'(4'H)-one